((R)-4-isopropoxy-2-methylphenyl)-4-oxo-4,5-dihydro-3H-1-thia-3,5,8-triazaacenaphthylene-2-carboxamide C(C)(C)OC1=CC(=C(C=C1)N1C2=C(SC=3N=CC=C(NC1=O)C32)C(=O)N)C